O[C@]12[C@@H]3CC[C@@H]4C[C@H](CC[C@@]4([C@H]3CC[C@@]2([C@H](CC1)C=1COC(C1)=O)C)C)NC(=O)N1C[C@@H](NCC1)CO (R)-N-((3S,5R,8R,9S,10S,13R,14S,17R)-14-hydroxy-10,13-dimethyl-17-(5-oxo-2,5-dihydrofuran-3-yl)hexadecahydro-1H-cyclopenta[a]phenanthren-3-yl)-3-(hydroxymethyl)piperazine-1-carboxamide